C(CCCCC)(=O)O.CC=1NC2=CC=CC=C2C1 2-methyl-1H-indole caproate